C(#N)C1=CC=C(OC[C@@H](C)OS(=O)(=O)C)C=C1 (R)-methanesulfonic acid 2-(4-cyanophenoxy)-1-methylethyl ester